3-(2-(2H-1,2,3-triazol-2-yl)propan-2-yl)-1-(methyl-d3)-1H-pyrazol-5-amine N=1N(N=CC1)C(C)(C)C1=NN(C(=C1)N)C([2H])([2H])[2H]